tert-butyl 2-(6-(6-ethoxy-4-methylpyridin-3-yl)pyrazine-2-carbonyl)hydrazine-1-carboxylate C(C)OC1=CC(=C(C=N1)C1=CN=CC(=N1)C(=O)NNC(=O)OC(C)(C)C)C